NC1=NC=CC2=C1N=C(N=C2)C=2C=C(C=CC2)C2=NOC(=C2)[C@]2(C(N(CC2)C)=O)O (R)-3-(3-(3-(8-aminopyrido[3,4-d]pyrimidin-2-yl)phenyl)isoxazol-5-yl)-3-hydroxy-1-methylpyrrolidin-2-one